2-Amino-7-fluoro-4-(5-fluoro-3-((S)-3-(methylamino)pyrrolidin-1-yl)-7,9-dihydrofuro[3,4-f]quinazolin-6-yl)thieno[3,2-c]pyridine-3-carbonitrile NC1=C(C=2C(=NC=C(C2S1)F)C=1C2=C(C=3C=NC(=NC3C1F)N1C[C@H](CC1)NC)COC2)C#N